C(C)OC(=O)C1(CSCC1O)N1C2=NC=NC(=C2N=C1)N1CCN(CC1)C (±)-Ethyl-4-hydroxy-3-(6-(4-methylpiperazin-1-yl)-9H-purin-9-yl)tetrahydrothiophene-3-carboxylate